FC1=C(CN2C=NN(C2=O)C2=CC=C(OC3=C(N=C(S3)N3[C@H]([C@@H](C3)C#N)C)C)C=C2)C(=CC=C1)F (2S,3R)-1-(5-(4-(4-(2,6-difluorobenzyl)-5-oxo-4,5-dihydro-1H-1,2,4-triazol-1-yl)phenoxy)-4-methylthiazol-2-yl)-2-methylazetidine-3-carbonitrile